ethylidenebis(4-methyl-2-oxazoline) C(C)(C=1OCC(N1)C)C=1OCC(N1)C